4-amino-4'-nitrobenzophenone NC1=CC=C(C(=O)C2=CC=C(C=C2)[N+](=O)[O-])C=C1